4,4'-bis(2-(2-(2-methoxyethoxy)ethoxy)ethoxy)-2,2'-bipyridine COCCOCCOCCOC1=CC(=NC=C1)C1=NC=CC(=C1)OCCOCCOCCOC